S1C(=CC=C1)C1=CC=C(C2=NSN=C21)C=2SC=CC2 4,7-di(thiophen-2-yl)benzo[c]-[1,2,5]thiadiazole